O1N=NC2=C1C=CC=C2 benzoOxadiazole